Methyl (2E)-4-(4-bromo-2-fluorophenyl)-4-oxobut-2-enoate BrC1=CC(=C(C=C1)C(/C=C/C(=O)OC)=O)F